OC(CCC1=CC=CC(=N1)NC(OC(C)(C)C)=O)(C)C tert-Butyl (6-(3-hydroxy-3-methylbutyl)pyridin-2-yl)carbamate